C(CCCCC)(=O)OC1=CC2=C(NC=N2)C=C1 1H-benzo[d]imidazol-5-yl hexanoate